tert-butyl (3-((2-((2-(2,6-dioxopiperidin-3-yl)-1,3-dioxoisoindolin-4-yl)oxy)acetamido)methyl)benzyl)carbamate O=C1NC(CCC1N1C(C2=CC=CC(=C2C1=O)OCC(=O)NCC=1C=C(CNC(OC(C)(C)C)=O)C=CC1)=O)=O